3-[4-amino-5-(trifluoromethyl)pyrrolo-[2,1-f][1,2,4]triazin-7-yl]-N-[(3R,4S)-1-(3,3-difluorocyclobutanecarbonyl)-4-fluoropyrrolidin-3-yl]-5-fluoro-benzamide NC1=NC=NN2C1=C(C=C2C=2C=C(C(=O)N[C@@H]1CN(C[C@@H]1F)C(=O)C1CC(C1)(F)F)C=C(C2)F)C(F)(F)F